O1C(=CC=C1)C(=O)N1CCNCC1 4-(furan-2-carbonyl)piperazine